C(C)OC1=C(C=CC(=C1)C(F)(F)F)C=1N(C(=CN1)C1=CC=C(C=C1)C(F)(F)F)C 2-(2-ethoxy-4-(trifluoromethyl)phenyl)-1-methyl-5-(4-(trifluoromethyl)phenyl)-1H-imidazole